N1=CC=C2N1C=CC(=C2)C2=CNC=1N=C(N=CC12)N[C@@H]1CC[C@@H](CC1)OC(F)(F)F 5-(Pyrazolo[1,5-a]pyridin-5-yl)-N-(cis-4-(trifluoromethoxy)cyclohexyl)-7H-pyrrolo[2,3-d]pyrimidin-2-amine